C(C1=CC=CC=C1)C=1C=C(CCN2C(=O)NC(=O)C2)C=CC1 (+)-N-3-benzylphenethyl-hydantoin